C(C)N(C=1S\C(\C(N1)=O)=C/C=1N(C(=CN1)[N+](=O)[O-])C)CC (5Z)-2-(diethylamino)-5-[(1-methyl-5-nitro-1H-imidazol-2-yl)methylene]thiazol-4(5H)-one